S(=O)(=O)(O)O.ClC1=C(C=CC(=C1)F)[C@H]1C(=C(N=C(N1)C=1SC=CN1)CN1C[C@@H]2N(CC1)C(N(C2)C2=CC=C(C(=O)O)C=C2)=O)C(=O)OC 4-((S)-7-(((R)-6-(2-chloro-4-fluorophenyl)-5-(methoxycarbonyl)-2-(thiazol-2-yl)-1,6-dihydropyrimidin-4-yl)methyl)-3-oxohexahydroimidazo[1,5-a]pyrazin-2(3H)-yl)benzoic acid sulfate